S=CC[N-]CC sulfenyl-diethylamide